C(C)N1[C@@H](CCC1)C(C)OC=1C=C2COC(C2=CC1)=O 5-(1-((S)-1-ethylpyrrolidin-2-yl)ethoxy)isobenzofuran-1(3H)-one